NCC1CCN(CC1)C(=O)C=1OC2=C(C1)C=C(C=C2)Cl (4-(aminomethyl)piperidin-1-yl)(5-chlorobenzofuran-2-yl)methanone